I(=O)(=O)[O-].[Ce+3].I(=O)(=O)[O-].I(=O)(=O)[O-] cerium iodate